silver-tin oxide indium [In].[Sn]=O.[Ag]